N-(1-cyclopropyl-3-(3,3-difluoro-cyclobutyl)-4-methyl-1H-pyrazol-5-yl)-3,3-difluorocyclobutane-1-carboxamide C1(CC1)N1N=C(C(=C1NC(=O)C1CC(C1)(F)F)C)C1CC(C1)(F)F